Cl.FC1C(CNC1)CC#N (4-fluoropyrrolidin-3-yl)acetonitrile hydrochloride